1-isopropyl-3-(4-fluorophenyl)-N-(3-fluoro-4-((5-(4-methoxyphenyl)pyrazolo[1,5-a]pyrimidine-7-yl)oxy)phenyl)-2,4-dioxo-1,2,3,4-tetrahydropyrimidine-5-carboxamide C(C)(C)N1C(N(C(C(=C1)C(=O)NC1=CC(=C(C=C1)OC1=CC(=NC=2N1N=CC2)C2=CC=C(C=C2)OC)F)=O)C2=CC=C(C=C2)F)=O